4-Methyl-3-((2,4,6-trimethylbenzyl)oxy)benzoic acid CC1=C(C=C(C(=O)O)C=C1)OCC1=C(C=C(C=C1C)C)C